bis[dimethylmethoxysilyl](methylsilyl)amine C[Si](OC)(C)N([SiH2]C)[Si](C)(C)OC